FC1(CCC(CC1)CN1C[C@@H](C([C@@H](C1)O)O)O)F (3S,4r,5R)-1-((4,4-difluorocyclohexyl)methyl)piperidine-3,4,5-triol